CN(C1C(N(CC1)C1=CC=CC=C1)=O)C=1C2=C(N=C(N1)C1=NC=CC=C1)CCC2 3-{methyl[2-(pyridin-2-yl)-5H,6H,7H-cyclopenta[d]pyrimidin-4-yl]amino}-1-phenylpyrrolidin-2-one